2-(methylamino)acetamide CNCC(=O)N